C1(CC1)C=1C=C(C(=NC1)OCC(C(=O)[O-])(C)C)C 3-((5-cyclopropyl-3-methylpyridin-2-yl) oxy)-2,2-dimethylpropionate